3-(3-(1,1,1,3,5,5,5-heptamethyltrisiloxan-3-yl)propoxy)-2-hydroxypropyl methacrylate C(C(=C)C)(=O)OCC(COCCC[Si](O[Si](C)(C)C)(O[Si](C)(C)C)C)O